C(=O)O.C(C)(C)N1CCC(CC1)COC=1C2=C(N(N1)C=1C=NC(=C(C1)C)OC)CCOCC2 3-((1-Isopropylpiperidin-4-yl)methoxy)-1-(6-methoxy-5-methylpyridin-3-yl)-4,5,7,8-tetrahydro-1H-oxepino[4,5-c]pyrazole, Formate Salt